3-endo-(8-{2-[(2-methanesulfonylacetyl)-(4-methyl-cyclohexylmethyl)amino]ethyl}-8-azabicyclo[3.2.1]oct-3-yl)-benzamide TFA salt OC(=O)C(F)(F)F.CS(=O)(=O)CC(=O)N(CCN1C2CC(CC1CC2)C=2C=C(C(=O)N)C=CC2)CC2CCC(CC2)C